4-(3-Ethyl-4-methyl-5-oxo-4,5-dihydro-1H-1,2,4-triazol-1-yl)-5-fluoro-N-(3-methylphenyl)-2-[(2S)-pent-2-yloxy]benzamide Copper(II) [Cu+2].C(C)C1=NN(C(N1C)=O)C1=CC(=C(C(=O)NC2=CC(=CC=C2)C)C=C1F)O[C@@H](C)CCC